4-(4-bromonaphthalen-1-yl)morpholine BrC1=CC=C(C2=CC=CC=C12)N1CCOCC1